N=1SN=C2C1C=CC(=C2)C2=CCC(CN2C(=O)OC(C)(C)C)C Tert-butyl 6-(benzo[C][1,2,5]thiadiazol-5-yl)-3-methyl-3,4-dihydropyridine-1(2H)carboxylate